COC(=O)N1NC=CC=C1 Pyridazine-2-carboxylic acid methyl ester